C(C)(C)(C)[C@H]1OC([C@@H](N1C(=O)OCC1=CC=CC=C1)CC12C[C@H]3CC2C[C@@H](C1)C3)=O Benzyl (2R,4S)-2-(tert-butyl)-4-(((2R,3ar,5S,6aR)-hexahydro-2,5-methanopentalen-3a(1H)-yl)methyl)-5-oxooxazolidine-3-carboxylate